4-(Benzo[b]thiophen-3-yl)-2-methyl-6-phenyl-1,4-dihydropyridin-3,5-dicarbonitril S1C2=C(C(=C1)C1C(=C(NC(=C1C#N)C1=CC=CC=C1)C)C#N)C=CC=C2